CC1(C(C2=CC=C(C=C2C1)C1=CC(=CC=C1)C(F)(F)F)NC(O[C@@H]1CN2CCC1CC2)=O)C (S)-quinuclidin-3-yl (2,2-dimethyl-5-(3-(trifluoromethyl)phenyl)-2,3-dihydro-1H-inden-1-yl)carbamate